Cl.Cl.O1C2=C(OCC1)C=C(C=C2)C2=CC1=C(NC(=N1)CCN)C=C2 2-(5-(2,3-dihydrobenzo[b][1,4]dioxin-6-yl)-1H-benzo[d]imidazol-2-yl)ethan-1-amine dihydrochloride